benzyl(4-(phenoxymethyl)phenyl)sulfane C(C1=CC=CC=C1)SC1=CC=C(C=C1)COC1=CC=CC=C1